monotungsten oxide [W]=O